(R)-5-(2-(dimethylamino)ethoxy)-N-(1-(3-(1-(2-(dimethylamino)ethyl)-1H-pyrazol-4-yl)-5-(thiophen-2-yl)phenyl)ethyl)-2-methylbenzamide CN(CCOC=1C=CC(=C(C(=O)N[C@H](C)C2=CC(=CC(=C2)C=2SC=CC2)C=2C=NN(C2)CCN(C)C)C1)C)C